ClC=1C(=C(C=CC1OC(F)F)NC1=NC=NC2=CC=C(C(=C12)F)O[C@@H]1CN(CC1)C(C=C)=O)F (S)-1-(3-((4-((3-chloro-4-(difluoromethoxy)-2-fluorophenyl)amino)-5-fluoroquinazolin-6-yl)oxy)pyrrolidin-1-yl)prop-2-en-1-one